ClC=1C2=CN(N=C2C=CC1C1=CNC=2N=C(N(C(C21)=O)C)N2[C@H]1CC[C@@H](C2)[C@@H]1NC(OC(C)(C)C)=O)C |r| rac-tert-butyl ((1S,4S,7S)-2-(5-(4-chloro-2-methyl-2H-indazol-5-yl)-3-methyl-4-oxo-4,7-dihydro-3H-pyrrolo[2,3-d]pyrimidin-2-yl)-2-azabicyclo[2.2.1]heptan-7-yl)carbamate